2-[(6-bromo-2,2-difluoro-1,3-benzodioxol-5-yl)amino]pyridine-3-carboxylic acid BrC=1C(=CC2=C(OC(O2)(F)F)C1)NC1=NC=CC=C1C(=O)O